OC1=C(C(=CC=C1)OC)C(\C=C/C1=CC=C(C=C1)O)=O (Z)-1-(2-Hydroxy-6-methoxyphenyl)-3-(4-hydroxyphenyl)prop-2-en-1-one